methyl (R)-4-((1-(3-(isothiazol-5-yl)-5-(1-methyl-1H-pyrazol-4-yl)phenyl)ethyl)carbamoyl)-3-methylbenzoate S1N=CC=C1C=1C=C(C=C(C1)C=1C=NN(C1)C)[C@@H](C)NC(=O)C1=C(C=C(C(=O)OC)C=C1)C